(S)-methyl 3-((S)-2-oxopyrrolidin-3-yl)-2-((S)-5-azaspiro[2.4]heptane-6-carboxamido)propanoate O=C1NCC[C@H]1C[C@@H](C(=O)OC)NC(=O)[C@H]1NCC2(CC2)C1